N1(CCCCC1)C(C(=O)O)C (piperidine-1-yl)propionic acid